(R)-N-((R)-1-((S)-9-fluoro-1,2,4a,5-tetrahydro-4H-[1,4]oxazino[4',3':4,5][1,4]oxazino[2,3-b]quinoxalin-11-yl)propyl)-2-methylpropane-2-sulfinamide FC=1C=C(C=2N=C3C(=NC2C1)OC[C@H]1N3CCOC1)[C@@H](CC)N[S@](=O)C(C)(C)C